[Al+3].[O-2].[K+].[O-2] potassium oxide aluminum